3-chloro-2-fluoro-N-(1,2,4-thiadiazol-5-yl)-6-(trifluoromethyl)benzamide ClC=1C(=C(C(=O)NC2=NC=NS2)C(=CC1)C(F)(F)F)F